tert-Butyl N-[6-(dimethylamino)-3-pyridyl]carbamate CN(C1=CC=C(C=N1)NC(OC(C)(C)C)=O)C